NC1=CC=C(C(=N1)C(=O)OC)C1=NC=CC=N1 methyl 6-amino-3-(pyrimidin-2-yl)picolinate